CS(=O)CCC(=O)O 3-METHANESULFINYLPROPANOIC ACID